2-cyanoethyl (2-(9-methyl-11-oxo-2,3,5,6,7,11-hexahydro-1H-pyrano[2,3-f]pyrido[3,2,1-ij]quinolin-10-yl)ethyl) diisopropylphosphoramidite C(C)(C)N(P(OCCC#N)OCCC1=C(C=2C(=C3CCCN4C3=C(C2)CCC4)OC1=O)C)C(C)C